CC1=C(CNC2CC2)C=C(C=C1)C N-(2,5-dimethylbenzyl)cyclopropanamine